C(C)(=O)C1=CC=C(COC2=CC=CC(=N2)C2CCN(CC2)CC2=NC3=C(N2C[C@H]2OCC2)C=C(C=C3)C(=O)O)C=C1 (S)-2-((4-(6-((4-Acetylbenzyl)oxy)pyridin-2-yl)piperidin-1-yl)methyl)-1-(oxetane-2-ylmethyl)-1H-benzo[d]imidazole-6-carboxylic acid